(5-(2-chloro-3-fluoro-phenyl)-2,6-dioxo-3-{2-oxo-2-[4-(2-oxo-1,2,4,5-tetrahydro-benzo[d][1,3]diazepin-3-yl)-piperidin-1-yl]-ethyl}-3,6-dihydro-2H-pyrimidin-1-yl)-Methylacetat ClC1=C(C=CC=C1F)C1=CN(C(N(C1=O)C(C(=O)[O-])C)=O)CC(N1CCC(CC1)N1C(NC2=C(CC1)C=CC=C2)=O)=O